C(C1=CC=CC=C1)OCC(=O)NC=1SC(=C(N1)C)Br 2-(benzyloxy)-N-(5-bromo-4-methylthiazol-2-yl)acetamide